FC(OC1=CC=C(C=C1)[Sb]=S)(F)F p-trifluoromethoxyphenyl-antimony sulfide